7-butoxy-1-methyl-2-oxo-4-[4-(phenylthio)piperidin-1-yl]-1,2-dihydroquinoline-3-carbonitrile C(CCC)OC1=CC=C2C(=C(C(N(C2=C1)C)=O)C#N)N1CCC(CC1)SC1=CC=CC=C1